4,4-bis-(4-hydroxyphenyl)pentanoic acid OC1=CC=C(C=C1)C(CCC(=O)O)(C)C1=CC=C(C=C1)O